(4-(5,5-difluoro-2-((methyl-(2-(methylamino)ethyl)-amino)methyl)-5,6-dihydro-4H-pyrrolo[1,2-b]pyrazol-3-yl)-1-(ethoxymethyl)-cyclohexyl)methanol FC1(CC=2N(N=C(C2C2CCC(CC2)(COCC)CO)CN(CCNC)C)C1)F